N-(1-cyanocyclopropyl)-3-(5-(difluoromethyl)-1,3,4-thiadiazol-2-yl)-8-((6S,9aR)-6-methylhexahydropyrazino[2,1-c][1,4]oxazin-8(1H)-yl)imidazo[1,5-a]pyridine-6-sulfonamide C(#N)C1(CC1)NS(=O)(=O)C=1C=C(C=2N(C1)C(=NC2)C=2SC(=NN2)C(F)F)N2C[C@@H]1COCCN1[C@H](C2)C